BrCCC1=CC=CC=2OCOCC21 5-(2-bromoethyl)-1,3-benzodioxan